(S)-6-(4-(tert-butyl)-1-(p-tolyl)-4,5-dihydro-1H-imidazol-2-yl)-2,2'-bipyridine C(C)(C)(C)[C@@H]1N=C(N(C1)C1=CC=C(C=C1)C)C1=CC=CC(=N1)C1=NC=CC=C1